5-(difluoromethyl)-N'-(1-(5-fluoro-2-methylphenyl)cyclopropane-1-carbonyl)-1-methyl-1H-pyrazole-3-carbohydrazide FC(C1=CC(=NN1C)C(=O)NNC(=O)C1(CC1)C1=C(C=CC(=C1)F)C)F